ClC=1C=C(CN2CC=3C(N(C=4C=CC=CC4C3C2)CC2=CC=C(C=C2)Cl)=O)C=CC1 2-(3-chlorobenzyl)-5-(4-chlorobenzyl)-1,2,3,5-tetrahydro-4H-pyrrolo[3,4-c]quinolin-4-one